2-methyl-5,6-dihydropyrane CC1OCCC=C1